((2-(3'-(7-cyano-5-((((1-methyl-1H-imidazol-4-yl)methyl)amino)methyl)benzo[d]oxazol-2-yl)-2,2'-dimethyl-[1,1'-biphenyl]-3-yl)-6-(difluoromethoxy)benzo[d]oxazol-5-yl)methyl)-L-proline C(#N)C1=CC(=CC=2N=C(OC21)C=2C(=C(C=CC2)C2=C(C(=CC=C2)C=2OC1=C(N2)C=C(C(=C1)OC(F)F)CN1[C@@H](CCC1)C(=O)O)C)C)CNCC=1N=CN(C1)C